[NH+]12CN3CN(CN(C1)C3)C2 3,5,7-triaza-1-azoniaadamantane